4,5,6,7,8-pentafluoro-2-naphthol FC1=CC(=CC2=C(C(=C(C(=C12)F)F)F)F)O